tert-butyl 4-[2-[4-[2-bromo-4-(bromomethyl)phenoxy]phenyl]ethyl]piperidine-1-carboxylate BrC1=C(OC2=CC=C(C=C2)CCC2CCN(CC2)C(=O)OC(C)(C)C)C=CC(=C1)CBr